[3-[(1R)-1-[[5-[(1R,5S)-8-(cyclopropylmethyl)-3,8-diazabicyclo[3.2.1]oct-3-yl]-2-methyl-benzoyl]amino]ethyl]-5-methoxy-phenyl]-1-methyl-pyrrole-2-carboxylic acid C1(CC1)CN1[C@H]2CN(C[C@@H]1CC2)C=2C=CC(=C(C(=O)N[C@H](C)C=1C=C(C=C(C1)OC)C1=C(N(C=C1)C)C(=O)O)C2)C